C(C)N1N=NC2=C1C=C(C=C2)C=2C=CN1N=C(N=C(C12)OC)NC1CCN(CC1)C1COC1 5-(1-ethyl-1H-benzo[d][1,2,3]triazol-6-yl)-4-methoxy-N-(1-(oxetan-3-yl)piperidin-4-yl)pyrrolo[2,1-f][1,2,4]triazin-2-amine